C(#N)C1=CC=C2C(=C(NC2=C1)C1=CC=CC=C1)C(C[N+](=O)[O-])C1=CC=C(C=C1)B(O)O (4-(1-(6-cyano-2-phenyl-1H-indol-3-yl)-2-nitroethyl)phenyl)boronic acid